CS(=O)C1=NC=2N(C(=N1)NCC1=CC=C(C=C1)C1=NC=CC=C1)N=CC2 2-(methylsulfinyl)-N-(4-(pyridin-2-yl)benzyl)pyrazolo[1,5-a][1,3,5]triazin-4-amine